benzene butyrate (benzenesulfonate) C1(=CC=CC=C1)S(=O)(=O)O.C(CCC)(=O)O.C1=CC=CC=C1